(R)-tert-Butyl 3-((S)-2-(((allyloxy)carbonyl)amino)-3-hydroxy-N-methylpropanamido)-3-(4-chlorobenzyl)piperidine-1-carboxylate C(C=C)OC(=O)N[C@H](C(=O)N(C)[C@@]1(CN(CCC1)C(=O)OC(C)(C)C)CC1=CC=C(C=C1)Cl)CO